C(C)(C)(C)C1=NC2=C(N1C(CCC(C)C)=O)C=CC=C2 1-(2-(tert-Butyl)-1H-benzo[d]imidazol-1-yl)-4-methylpentan-1-one